C(C)(C)(C)OC(=O)NC1=CC=C(C=N1)N1C=C(C(C2=CC(=C(C=C12)N1N=C(C=C1)N(C)CCOC)Cl)=O)C(=O)OCC ethyl 1-(6-((tert-butoxycarbonyl)amino)pyridin-3-yl)-6-chloro-7-(3-((2-methoxyethyl)(methyl)amino)-1H-pyrazol-1-yl)-4-oxo-1,4-dihydroquinoline-3-carboxylate